4-Fluoro-6-(1-(1-isopropylazepan-4-yl)piperidin-4-yl)-1-methyl-2-(4-(methylsulfonyl)phenyl)-1H-benzo[d]imidazol FC1=CC(=CC=2N(C(=NC21)C2=CC=C(C=C2)S(=O)(=O)C)C)C2CCN(CC2)C2CCN(CCC2)C(C)C